CC1=CC=C(C=C1)S(=O)(=O)OC1C=CC(S1=NO)=C(C#N)C1=C(C=CC=C1)C 5-p-toluenesulfonyloxyoximino-5H-thiophen-2-ylidene-(2-methylphenyl)acetonitrile